C1(=CC=C(C=C1)SC1C(CCCC1)C(=O)OC)C Methyl 2-(p-tolylthio)cyclohexane-1-carboxylate